(R)-N-(1-cyanocyclopropyl)-4-(4-oxohexahydropyrazino[2,1-c][1,4]oxazin-8(1H)-yl)-9H-pyrimido[4,5-b]indole-7-sulfonamide C(#N)C1(CC1)NS(=O)(=O)C1=CC=C2C3=C(NC2=C1)N=CN=C3N3C[C@@H]1COCC(N1CC3)=O